C(#N)C=1C=NN2C1C(=CC(=C2)C=2C=NN(C2)C2CCN(CC2)C(=O)OC(C)(C)C)C=2C=NC(=CC2)N2CCC(CC2)(C)C(NC(C)C)=O tert-butyl 4-[4-[3-cyano-4-[6-[4-(isopropylcarbamoyl)-4-methyl-1-piperidyl]-3-pyridyl]pyrazolo[1,5-a]pyridin-6-yl]pyrazol-1-yl]piperidine-1-carboxylate